BrC1=C(C=2C=CN(C2C=C1)S(=O)(=O)C1=CC=C(C=C1)C)N 5-bromo-1-(p-tolylsulfonyl)indol-4-amine